N-(tert-butyl)-2-((2-(4-chloropyridin-2-yl)-5,6-dimethylthieno[2,3-d]pyrimidin-4-yl)(methyl)amino)acetamide C(C)(C)(C)NC(CN(C)C=1C2=C(N=C(N1)C1=NC=CC(=C1)Cl)SC(=C2C)C)=O